Cl.C1(CC1)NC(=O)C=1C(N(C=2N(C1O)N=CC2C=C2CCNCC2)CC(C)C)=O N-Cyclopropyl-7-hydroxy-4-isobutyl-5-oxo-3-(piperidin-4-ylidenemethyl)-4,5-dihydropyrazolo[1,5-a]pyrimidine-6-carboxamide hydrochloride